FC=1C(=NC(=C(C1C(C)(C)O)F)C1=CC=C(C=C1)F)C(CNC(=O)C=1C=C2C=C(N=NC2=C(C1)OC)C)(C(F)(F)F)O (-)-N-{2-[3,5-difluoro-6-(4-fluorophenyl)-4-(2-hydroxyprop-2-yl)pyridin-2-yl]-3,3,3-trisFluoro-2-hydroxypropyl}-8-methoxy-3-methylcinnoline-6-carboxamide